2,5-bis(4-aminobenzoyloxy)toluene NC1=CC=C(C(=O)OC2=C(C)C=C(C=C2)OC(C2=CC=C(C=C2)N)=O)C=C1